N1N=C(C=C1)CCC(C)=O diazolebutanone